CN1C(COCC1)C1=CC=C(C=C1)B1OC(C(O1)(C)C)(C)C 4-methyl-3-[4-(4,4,5,5-tetramethyl-1,3,2-dioxaborolan-2-yl)phenyl]morpholine